CARBAMOYLPYRIDONE C1CN2[C@H](CN3C=C(C(=O)C(=C3C2=O)O)C(=O)NCC4=CC=C(C=C4)F)OC1